N-(2-Nitrobenzyloxycarbonyl)pyrrolidine [N+](=O)([O-])C1=C(COC(=O)N2CCCC2)C=CC=C1